OC[C@H](C1=CC=CC=C1)NC(=O)C=1C=2C[C@@H]3[C@H](C2N(N1)C1=CC=C(C=C1)F)C3 (1aR,5aR)-2-(4-Fluoro-phenyl)-1a,2,5,5a-tetrahydro-1H-2,3-diaza-cyclopropa[a]pentalene-4-carboxylic acid ((S)-2-hydroxy-1-phenyl-ethyl)-amide